CN(CCCOC(=O)OC(CCOC(CCC(OCCCCCCCC)OCCCCCCCC)=O)CCCCCCCCCCCC)C 3-(((3-(dimethylamino)propoxy)carbonyl)oxy)pentadecyl-4,4-bis(octyloxy)butanoate